3-(4-((2-(2-chloro-1H-indol-3-yl)ethyl)amino)-7,8-dihydro-6H-pyrimido[5,4-b][1,4]oxazin-2-yl)pyridin-2(1H)-one ClC=1NC2=CC=CC=C2C1CCNC1=NC(=NC2=C1OCCN2)C=2C(NC=CC2)=O